Cl.N[C@@H](C#N)CO (2S)-2-amino-3-hydroxy-propanenitrile hydrochloride